C1(=CC=CC=C1)N1C2=CC=CC=C2C=2C=C(C=CC12)C=1C=CC=2N(C3=CC=CC=C3C2C1)C1=CC=CC=C1 9,9'-Diphenyl-9H,9'H-3,3'-bicarbazole